FC1=C(C(=CC=C1)F)N1N=CC2=C1C1=C(N=CN2)C=CC(=C1)C(=O)N(C)CCF (2,6-difluorophenyl)-N-(2-fluoroethyl)-N-methyl-1,4-dihydrobenzo[d]pyrazolo[3,4-f][1,3]diazepine-9-carboxamide